CC1(O)C(O)C=C(C=C1)C 1,4-dimethylcatechol